glycolyl p-aminophenylarsonate NC1=CC=C(C=C1)[As](OC(CO)=O)([O-])=O